Bis(chlorosulfonyl)amine ClS(=O)(=O)NS(=O)(=O)Cl